P(=O)(O)(O)O.OCCC(C(=O)O)=C.OCCC(C(=O)O)=C di[(2-hydroxyethyl)acrylic acid] phosphate